tert-butyl (1-iodo-3,6,9,12,15,18,21-heptaoxapentacosan-25-yl)carbamate ICCOCCOCCOCCOCCOCCOCCOCCCCNC(OC(C)(C)C)=O